FC(C1=NC=C(C(=C1)C1=C(C=NC(=C1)C#CC1COCCC1)C(=O)OC)OC)F methyl 2'-(difluoromethyl)-5'-methoxy-6-((tetrahydro-2H-pyran-3-yl)ethynyl)-[4,4'-bipyridine]-3-carboxylate